Cl.C(C)N(C(C(=O)C1=CC=CC=2SC3=CC=CC=C3NC12)C)CC (alpha-diethylaminopropionyl)-phenothiazine hydrochloride